C(C)(=O)N(C1C2CCC(C1C1=CC=CC=C1)C2)CC N-Acetyl-(-)-N-ethyl-3-phenylbicyclo[2.2.1]heptan-2-amine